2-cyano-2-methyl-pyrrolidine C(#N)C1(NCCC1)C